ClC1=CC(=C(C(=C1)F)CN)F (4-chloro-2,6-difluorophenyl)methan-amine